2-(6-(4,4-difluoro-6-aza-spiro[2.5]oct-6-yl)pyrimidin-4-yl)-4-(1H-1,2,3-triazol-1-yl)-1,2-dihydro-3H-pyrazol-3-one FC1(C2(CC2)CCN(C1)C1=CC(=NC=N1)N1NC=C(C1=O)N1N=NC=C1)F